Tricaprylylmethylammonium chlorid [Cl-].C(CCCCCCC)(=O)[N+](C)(C(CCCCCCC)=O)C(CCCCCCC)=O